N(=[N+]=[N-])[C@](C)(CC)C1=CN=C(C2=CN=C(C=C12)Cl)OC(CCS(=O)(=O)C)CC 4-((R)-2-Azidobutan-2-yl)-6-chloro-1-((1-(methylsulfonyl)pentan-3-yl)oxy)-2,7-naphthyridine